cadmium zinc [Zn].[Cd]